(S)-3-(1-(4-(4-(1,4-dimethyl-1H-pyrazol-5-yl)-5-fluoropyrimidin-2-yl)piperazine-1-carbonyl)-4,5-dihydro-1H-pyrazol-5-yl)-5-fluorobenzonitrile CN1N=CC(=C1C1=NC(=NC=C1F)N1CCN(CC1)C(=O)N1N=CC[C@H]1C=1C=C(C#N)C=C(C1)F)C